(E)-8-bromo-6-fluoro-3,4-dihydronaphthalen-1(2H)-one O-methyl Oxime CO\N=C\1/CCCC2=CC(=CC(=C12)Br)F